[Cl-].C(C1=CC=CC=C1)[N+](CC)(CC)CC N-benzyl-N,N,N-triethylammonium chloride